C(N)(O[C@@H]1C[C@@H](CC1)O)=O ((1S,3R)-3-hydroxycyclopentyl) carbamate